5-(1-ethyl-3-(3-hydroxy-2,2-dimethylpropyl)-2-(2-((S)-1-methoxyethyl)pyridin-3-yl)-1H-indol-5-yl)-3,6-dihydropyridin C(C)N1C(=C(C2=CC(=CC=C12)C1=CCC=NC1)CC(CO)(C)C)C=1C(=NC=CC1)[C@H](C)OC